FC(=C(CC1=NSC(=N1)NC(=O)C1=COC(=C1)C1=CC(=CC=C1)OC(F)(F)F)C)F N-(3-(3,3-difluoro-2-methylallyl)-1,2,4-thiadiazol-5-yl)-5-(3-(trifluoromethoxy)phenyl)furan-3-carboxamide